C(C)(C)(C)OC(=O)N1[C@H]2CN[C@H]2[C@@H](C1)C#N (1S,4R,5S)-4-cyano-2,6-diazabicyclo[3.2.0]Heptane-2-carboxylic acid tert-butyl ester